C(C)(C)N1C(=NC=C1)CCO 2-(1-isopropyl-1H-imidazol-2-yl)ethan-1-ol